((R)-1-((tert-butyldimethylsilyl)oxy)but-3-en-2-yl)carbamate [Si](C)(C)(C(C)(C)C)OC[C@@H](C=C)NC([O-])=O